1-(2-chlorophenyl)-4-[(3-hydroxy-bicyclo[1.1.1]pentyl)amino]-7-(trifluoro-methyl)-pyrido[2,3-d]pyrimidin-2(1H)-one ClC1=C(C=CC=C1)N1C(N=C(C2=C1N=C(C=C2)C(F)(F)F)NC21CC(C2)(C1)O)=O